COCC(CC)CC 3-(methoxymethyl)pentane